2-ethyl-4-methyl-8-(6-methyl-7-oxo-6,7-dihydro-1H-pyrrolo(2,3-c)pyridin-4-yl)-2H-1,4-benzoxazin-3(4H)-one C(C)C1OC2=C(N(C1=O)C)C=CC=C2C=2C1=C(C(N(C2)C)=O)NC=C1